2-((3-chloro-4-fluorophenyl)(3,4-difluorophenyl)methyl)-N-(2-(dimethylamino)ethyl)-5-methyl-1H-imidazole-4-sulfonamide ClC=1C=C(C=CC1F)C(C=1NC(=C(N1)S(=O)(=O)NCCN(C)C)C)C1=CC(=C(C=C1)F)F